N7-((3S,4R)-3-fluoro-1-methylpiperidin-4-yl)-2-(3-((2-methoxy-4-(methylsulfonyl)phenyl)amino)prop-1-yn-1-yl)-3-vinylpyrazolo[1,5-a]pyridine-5,7-diamine F[C@H]1CN(CC[C@H]1NC1=CC(=CC=2N1N=C(C2C=C)C#CCNC2=C(C=C(C=C2)S(=O)(=O)C)OC)N)C